1-(2-Chloro-1-methyl-1H-indol-3-yl)hept-2-yn-1-one ClC=1N(C2=CC=CC=C2C1C(C#CCCCC)=O)C